C(CC(C)CCCC(C)CCCC(C)CCCC(C)C)(=O)N(CCOP(OC[C@@H](CO)O)(=O)O)C(CC(C)CCCC(C)CCCC(C)CCCC(C)C)=O diphytanoylsn-glycero-3-phosphoethanolamine